2-((6-bromo-2,2-difluorobenzo[d][1,3]dioxol-5-yl)amino)nicotinic acid BrC=1C(=CC2=C(OC(O2)(F)F)C1)NC1=C(C(=O)O)C=CC=N1